6-chloro-N-[3-fluoro-5-(methoxymethyl)pyridin-2-yl]-1H-indole-3-sulfonamide ClC1=CC=C2C(=CNC2=C1)S(=O)(=O)NC1=NC=C(C=C1F)COC